BrC1=NC(=C(C#N)C=C1)CBr 6-bromo-2-(bromomethyl)nicotinonitrile